C(CCC)OP(=O)(OCCCC)OCCCC tri(n-butyl)-phosphate